NC1=CC=C(C=C1)[C@@H]1N([C@H](CC2=C1NC1=CC=CC=C21)CCCC)C(=O)C=2N=C(SC2)C#C ((1S,3S)-1-(4-aminophenyl)-3-butyl-1,3,4,9-tetrahydro-2H-pyrido[3,4-b]indol-2-yl)(2-ethynylthiazol-4-yl)methanone